(rel)-methyl-(2S,4R)-4-((4-nitrobenzoyl)oxy)chromane-2-carboxylate COC(=O)[C@H]1OC2=CC=CC=C2[C@@H](C1)OC(C1=CC=C(C=C1)[N+](=O)[O-])=O |o1:4,12|